4-(methylsulfanyl)imidazo[2,1-f][1,2,4]triazine CSC1=NC=NN2C1=NC=C2